C(C1=CC=CC=C1)OC(C(CC(C(F)(F)F)(C(F)(F)F)F)C)=O 4,5,5,5-tetrafluoro-2-methyl-4-(trifluoromethyl)pentanoic acid benzyl ester